C(C)C1=NN(C2=C1C(NCC1(CCOCC1)C2)=O)C[C@H](COC(C2=C(C=C(C=C2)C)OC)=O)C 2-Methoxy-4-methyl-benzoic acid [(2R)-3-(3-ethyl-4-oxo-spiro[6,8-dihydro-5H-pyrazolo[4,3-c]azepin-7,4'-tetrahydropyran]-1-yl)-2-methyl-propyl] ester